C(C=C)(=O)N1C(CN(CC1)C1=C(C(N(C2=NC(=C(C=C12)F)Cl)C=1C(=NC=CC1C)C(C)C)=O)C#N)CC#N 4-(4-acryloyl-3-(cyanomethyl)piperazin-1-yl)-7-chloro-6-fluoro-1-(2-isopropyl-4-methylpyridin-3-yl)-2-oxo-1,2-dihydro-1,8-naphthyridine-3-carbonitrile